(4R,5R,7S,8R)-7-azido-5-(2,4-dioxo-3,4-dihydropyrimidin-1(2H)-yl)-7-(iodomethyl)-6-oxa-1-thiaspiro[3.4]oct-8-yl benzoate C(C1=CC=CC=C1)(=O)O[C@@H]1[C@](O[C@H]([C@@]12CCS2)N2C(NC(C=C2)=O)=O)(CI)N=[N+]=[N-]